IC1=CC=C2C(=NC=NN21)N 7-iodopyrrolo-[2,1-f][1,2,4]triazin-4-amine